[N+](=O)([O-])C1=CC=C2C(=NN(C2=C1)COCC[Si](C)(C)C)C#N 6-nitro-1-((2-(trimethylsilyl)ethoxy)methyl)-1H-indazole-3-carbonitrile